(trans)-N-methyl-3-((3-methyl-6-(1-methyl-1H-pyrazol-4-yl)pyrazolo[1,5-a]pyrazin-4-yl)oxy)cyclobutan-1-amine trifluoroacetate FC(C(=O)O)(F)F.CN[C@@H]1C[C@H](C1)OC=1C=2N(C=C(N1)C=1C=NN(C1)C)N=CC2C